(1r,3r)-3-(4-fluoro-2-nitro-3-(trifluoromethyl)phenoxy)-N-((6-fluoroisoquinolin-5-yl)methyl)cyclobutan-1-amine FC1=C(C(=C(OC2CC(C2)NCC2=C3C=CN=CC3=CC=C2F)C=C1)[N+](=O)[O-])C(F)(F)F